methyl 4-({3-[7-bromo-3-(2,2,2-trifluoroethyl)-1-benzothiophen-2-yl]-2-propynyl}-N-tert-butoxycarbonylamino)-2-fluoro-5-anisate BrC1=CC=CC=2C(=C(SC21)C#CCN(C(=O)OC(C)(C)C)C2=CC(=C(C(=O)OC)C=C2OC)F)CC(F)(F)F